C(C)(C)(C)C1=CC=C(C=C1)C1=CC(=CC=C1)[N+](=O)[O-] 4'-(tert-butyl)-3-nitro-[1,1'-biphenyl]